(R,E)-2-cyano-N-(1-(3,4-dimethoxyphenyl)ethyl)-3-(4-methyl-5-(1-methyl-1H-pyrazol-4-yl)-1H-pyrrolo[2,3-b]pyridin-3-yl)acrylamide C(#N)/C(/C(=O)N[C@H](C)C1=CC(=C(C=C1)OC)OC)=C\C1=CNC2=NC=C(C(=C21)C)C=2C=NN(C2)C